3-(5-(2-fluoro-4-formylphenyl)-4-methylpyrimidin-2-yl)-N-((3-(1,1,1-trifluoro-2-methylpropan-2-yl)-1H-1,2,4-triazol-5-yl)methyl)isoxazole-5-carboxamide FC1=C(C=CC(=C1)C=O)C=1C(=NC(=NC1)C1=NOC(=C1)C(=O)NCC1=NC(=NN1)C(C(F)(F)F)(C)C)C